methyl-3-cyclopentenecarboxylate COC(=O)C1CC=CC1